4-[4-(6-amino-4-methoxypyridin-3-yl)piperidine-1-carbonyl]-5-fluoro-2-methoxyphenol NC1=CC(=C(C=N1)C1CCN(CC1)C(=O)C1=CC(=C(C=C1F)O)OC)OC